N-{4-[(3S)-3-aminopyrrolidin-1-yl]-2-cyclopropyl-1-methyl-1,3-benzodiazol-5-yl}-1-(2,6-difluorophenyl)-6-oxopyridazine-3-carboxamide N[C@@H]1CN(CC1)C1=C(C=CC=2N(C(=NC21)C2CC2)C)NC(=O)C2=NN(C(C=C2)=O)C2=C(C=CC=C2F)F